racemic-6-chloro-8-((1S,2S)-2-(4-chloro-3-fluorophenyl)cyclopropyl)imidazo[1,2-b]pyridazine ClC=1C=C(C=2N(N1)C=CN2)[C@@H]2[C@H](C2)C2=CC(=C(C=C2)Cl)F |r|